methyl (1r,4r)-4-((2-(1-((tert-butyldimethylsilyl)oxy)propan-2-yl)phenyl)amino)cyclohexane-1-carboxylate [Si](C)(C)(C(C)(C)C)OCC(C)C1=C(C=CC=C1)NC1CCC(CC1)C(=O)OC